(2S,4R)-1-[(2S)-2-amino-3,3-dimethylbutanoyl]-4-hydroxy-N-[(1S)-1-phenylethyl]pyrrolidine-2-carboxamide N[C@H](C(=O)N1[C@@H](C[C@H](C1)O)C(=O)N[C@@H](C)C1=CC=CC=C1)C(C)(C)C